methyl N-methyl-N-(5-methyl-4-oxohexanoyl)glycinate CN(CC(=O)OC)C(CCC(C(C)C)=O)=O